FC1=CC(=C(CNC(C2=CC(=CC=C2)NC=2N=NC(=CC2)C2=CC=CC=C2)=O)C=C1)OC N-(4-fluoro-2-methoxybenzyl)-3-((6-phenylpyridazin-3-yl)amino)benzamide